The molecule is the simplest member of the class of salicylamides derived from salicylic acid. It has a role as a non-narcotic analgesic and an antirheumatic drug. It is a member of salicylamides and a member of phenols. C1=CC=C(C(=C1)C(=O)N)O